C(N)(=N)N1CCC(=CC1)C1=C(C=C(C(=O)NC2=C(C=C(C=C2)C=2CCN(CC2)C(N)=N)C)C=C1)F 4-(1-carbamimidoyl-1,2,3,6-tetrahydropyridin-4-yl)-N-(4-(1-carbamimidoyl-1,2,3,6-tetrahydropyridin-4-yl)-2-methylphenyl)-3-fluorobenzamide